NC=1C=CC(=C(C1)O)Br 5-amino-2-bromophenol